tert-butyl (1S,2R,3R,5R)-3-([5-[4-chloro-2-(methoxymethoxy)phenyl]pyrazin-2-yl](methyl)amino)-2-fluoro-8-azabicyclo[3.2.1]octane-8-carboxylate ClC1=CC(=C(C=C1)C=1N=CC(=NC1)N([C@H]1[C@H]([C@@H]2CC[C@H](C1)N2C(=O)OC(C)(C)C)F)C)OCOC